COC=1C(=C(N2C=CC=CC12)C(=O)C=1C=C2C(N(C(NC2=CC1)=O)C1(CC1)C(=O)N(CC)CC)=O)C 1-[1,4-Dihydro-6-[(1-methoxy-2-methyl-3-indolizinyl)carbonyl]-2,4-dioxo-3(2H)-quinazolinyl]-N,N-diethylcyclopropanecarboxamide